C(C)N(CCC[Si](OCC)(OCC)OCC)CC N,N-diethyl-3-aminopropyltriethoxysilane